3-hydroxy-4-methylvalerate OC(CC(=O)[O-])C(C)C